(5-bromo-2-chlorophenyl)-1,4-oxazepan-4-carboxylic acid tert-butyl ester C(C)(C)(C)OC(=O)N1CC(OCCC1)C1=C(C=CC(=C1)Br)Cl